C(C)(C)(C)N1N=NC(=C1)C(=O)NCC1=C(C=C(C=C1)C1=C(C=NC=C1)N1C(C(CCC1)NC)=O)C 1-(tert-butyl)-N-(2-methyl-4-(3-(3-(methylamino)-2-oxopiperidin-1-yl)pyridin-4-yl)benzyl)-1H-1,2,3-triazole-4-carboxamide